C(C1=CC=CC=C1)N(C(=O)N1C[C@H](N(CC1)C(=O)N1C2=C(CC(C3=C1C=CC=C3)=O)C=CC=C2)C(=O)O)CC2=CC=CC=C2 (S)-4-(dibenzylcarbamoyl)-1-(10-oxo-10,11-dihydro-5H-dibenzo[b,f]azepine-5-carbonyl)piperazine-2-carboxylic acid